[N+](=O)([O-])C1=CC=C(C(=C1)OC)O 5-nitroguaiacol